[Ba].[Ca].[Mg].[Si] silicon-magnesium-calcium-barium